CC1=C(C(C(=C1C)C)C)C1=CC=CC=C1 (2,3,4,5-tetramethylcyclopenta-1,3-dien-1-yl)benzene